C=CN1CCCC1=O N-vinyl-pyrrolidinone